Cl.N1=CC=C2C=CC=C3C=C4C=CC(C=C4C1=C23)=O aza-benzo[de]anthracen-10-one hydrochloride